5-(4-amino-5-{[4-(trifluoromethyl)piperidin-1-yl]methyl}pyrrolo[2,1-f][1,2,4]triazin-7-yl)-N-[(3R,4S)-4-fluoro-1-(2-fluorobenzoyl)pyrrolidin-3-yl]-2-methylbenzamide NC1=NC=NN2C1=C(C=C2C=2C=CC(=C(C(=O)N[C@@H]1CN(C[C@@H]1F)C(C1=C(C=CC=C1)F)=O)C2)C)CN2CCC(CC2)C(F)(F)F